(3R)-3-amino-8-fluoro-7-[5-[2-(hydroxymethyl)tetrahydrofuran-2-yl]-1,2,4-oxadiazol-3-yl]-1,1-dioxo-5-[[4-(trifluoromethoxy)phenyl]methyl]-2,3-dihydro-1lambda6,5-benzothiazepin N[C@H]1CS(C2=C(N(C1)CC1=CC=C(C=C1)OC(F)(F)F)C=C(C(=C2)F)C2=NOC(=N2)C2(OCCC2)CO)(=O)=O